ClC=1C=C2C(=NC=NC2=C(C1Cl)Cl)NC(C)C1=NC=CN=C1N1N=CC=N1 6,7,8-trichloro-N-[1-[3-(triazol-2-yl)pyrazin-2-yl]ethyl]quinazolin-4-amine